C12(CC3CC(CC(C1)C3)C2)C(C)NC(=O)NCC(C)(N2CCOCC2)C 1-[1-(adamantan-1-yl)ethyl]-3-[2-methyl-2-(morpholin-4-yl)propyl]urea